ClC=1C(=CC2=C(C[C@](O2)(C2=CC=CC=C2)CNCC2CC2)C1C1=C(C(=O)N)C=CC(=C1F)OC(F)F)F 2-((2s,4s)-5-chloro-2-(((cyclopropylmethyl)amino)methyl)-6-fluoro-2-phenyl-2,3-dihydrobenzofuran-4-yl)-4-(difluoromethoxy)-3-fluorobenzamide